tert-octyl isothiocyanate C(C)(C)(CC(C)(C)C)N=C=S